caffeine citrate (caffeinecitrate) N1(CC(C(CC(=O)O)(O)C(=O)O)C(=O)O)C(=O)N(C)C=2N=CN(C)C2C1=O.C(CC(O)(C(=O)O)CC(=O)O)(=O)O.N1(C)C(=O)N(C)C=2N=CN(C)C2C1=O